COC(=O)C1(CC1)C1=C(C=CC(=C1)Br)[N+](=O)[O-] 1-(5-bromo-2-nitrophenyl)cyclopropane-1-carboxylic acid methyl ester